C(C)OC(=O)[C@H]1N([C@@H]1C1COC1)C(C1=CC=CC=C1)C1=CC=CC=C1 (2S,3R)-1-benzhydryl-3-(oxetan-3-yl)aziridine-2-carboxylic acid ethyl ester